CON(CCN)OC N,N-dimethoxyethylenediamine